C(C)(C)C1=C(C(=CC(=C1)N1CCN(CCC1)C)C(C)C)O 2,6-Diisopropyl-4-(4-methyl-1,4-diazepan-1-yl)phenol